[OH-].[OH-].[OH-].C(CCCC(C)C)[Hf+3] mono-isoheptyl-hafnium trishydroxide